(S)-N-(3-(2'-amino-6-(((R)-1-hydroxypropan-2-yl)amino)-[2,4'-bipyridin]-4-yl)-4-methylphenyl)-3-(2,2,2-trifluoroethyl)pyrrolidine-1-carboxamide NC1=NC=CC(=C1)C1=NC(=CC(=C1)C=1C=C(C=CC1C)NC(=O)N1C[C@@H](CC1)CC(F)(F)F)N[C@@H](CO)C